(S)-1-((R*)-1-(6-amino-3-chloropyridazin-4-yl)-3-methoxypropyl)-4-(trifluoromethyl)imidazolidin-2-one NC1=CC(=C(N=N1)Cl)[C@@H](CCOC)N1C(N[C@@H](C1)C(F)(F)F)=O |o1:8|